NC=1SC(=C(N1)C=1C=C(C#N)C=CC1)C1=CC(=NC(=C1)C)Cl 3-[2-amino-5-(2-chloro-6-methyl-4-pyridinyl)thiazol-4-yl]benzonitrile